(R)-3-methyl-4-(5-methyl-4-(1-methyl-1H-pyrazol-5-yl)-7-(1H-pyrazol-5-yl)imidazo[5,1-f][1,2,4]triazin-2-yl)morpholine C[C@H]1N(CCOC1)C1=NN2C(C(=N1)C1=CC=NN1C)=C(N=C2C2=CC=NN2)C